C(COCC(=O)[O-])(=O)OCC=C allyl diglycolate